CC1=C(C(=CC=C1)C)C=1C(=O)NC(C1)=O (2,6-dimethylphenyl)maleimide